tert-butyl (2S)-2-((benzyloxy)methyl)-4-(2-(tosyloxy)ethyl)pyrrolidine-1-carboxylate C(C1=CC=CC=C1)OC[C@H]1N(CC(C1)CCOS(=O)(=O)C1=CC=C(C)C=C1)C(=O)OC(C)(C)C